OC1=CC(=C(C(C(=O)OC)=C1)C(=O)OC)OC Dimethyl 5-hydroxy-3-methoxyphthalate